[3-(triethoxysilyl)propyl]Carbamic acid C(C)O[Si](CCCNC(O)=O)(OCC)OCC